C(C)OC1=NC=CC=C1C1=NC(=C(C=C1)N1[C@@H](CN(CC1)C(C1=C(N=C(C=C1)OCC)C(F)(F)F)=O)CC)CNS(=O)(=O)C1=C(C=CC=C1)[N+](=O)[O-] (R)-N-((2'-ethoxy-5-(4-(6-ethoxy-2-(trifluoromethyl)nicotinoyl)-2-ethylpiperazin-1-yl)-[2,3'-bipyridin]-6-yl)methyl)-2-nitrobenzenesulfonamide